5-(2-chloro-5-(isobutyrylaminomethyl)benzoylamino)-N-(4-fluoro-3-(trifluoromethyl)phenyl)-1-methyl-1H-indole-2-carboxamide ClC1=C(C(=O)NC=2C=C3C=C(N(C3=CC2)C)C(=O)NC2=CC(=C(C=C2)F)C(F)(F)F)C=C(C=C1)CNC(C(C)C)=O